4-(2,6-diazaspiro[3.3]heptan-2-ylmethyl)-3-(trifluoromethyl)isoxazole C1N(CC12CNC2)CC=2C(=NOC2)C(F)(F)F